O=C1OCCC1=C[C@H](C[C@H]1C(NCC1)=O)NC(OC(C)(C)C)=O tert-butyl ((S)-1-(2-oxodihydrofuran-3(2H)-ylidene)-3-((S)-2-oxopyrrolidin-3-yl)propan-2-yl)carbamate